tert-butyl ((5-((5-isopropyl-[1,1'-biphenyl]-3-yl)thio)thiazol-2-yl)methyl)carbamate C(C)(C)C=1C=C(C=C(C1)C1=CC=CC=C1)SC1=CN=C(S1)CNC(OC(C)(C)C)=O